C(#N)C1=C(C(=CC=C1)C)B(O)O 2-CYANO-6-METHYLPHENYLBORONIC ACID